8-bromobenzo[b]naphtho[1,2-d]thiophene BrC1=CC=CC2=C1SC1=C2C=2C=CC=CC2C=C1